CN1N=CC(=C1)N1N=CN(C1)CCCN1C(C=CC=C1)=O 1-(1-(1-methyl-1H-pyrazol-4-yl)-1H-1,2,4-triazol-4-ylpropyl)pyridin-2(1H)-one